N-(6-(4-cyano-1H-pyrazol-1-yl)-1-(3-fluorophenyl)-1H-pyrazolo[3,4-d]pyrimidin-4-yl)-5-nitrothiophene-2-carboxamide C(#N)C=1C=NN(C1)C1=NC(=C2C(=N1)N(N=C2)C2=CC(=CC=C2)F)NC(=O)C=2SC(=CC2)[N+](=O)[O-]